(11bR)-2,6-di-9-phenanthrenyl-4-hydroxy-dinaphtho[2,1-d:1',2'-f][1,3,2]dioxaphosphepine-4-oxide C1=CC=CC=2C3=CC=CC=C3C(=CC12)C1=CC=2C=CC=CC2C2=C1OP(OC1=C2C2=CC=CC=C2C=C1C=1C2=CC=CC=C2C=2C=CC=CC2C1)(O)=O